(3-((S)-3-(tert-butoxy)-2-((R)-1-(tert-butoxycarbonyl)pyrrolidin-3-yl)-3-oxopropyl)-4-fluorophenyl)acetic acid C(C)(C)(C)OC([C@@H](CC=1C=C(C=CC1F)CC(=O)O)[C@@H]1CN(CC1)C(=O)OC(C)(C)C)=O